FC1=CC=C(C=C1)C(CN1C=NC=C1)(CNC)O 2-(4-fluorophenyl)-1-(1H-imidazol-1-yl)-3-(methylamino)propan-2-ol